(2R)-2-[3-(3-cyclopropylisoxazol-4-yl)-1,2,4-oxadiazol-5-yl]-1,1-difluoro-6-azaspiro[2.5]octane-6-sulfonamide C1(CC1)C1=NOC=C1C1=NOC(=N1)[C@@H]1C(C12CCN(CC2)S(=O)(=O)N)(F)F